2-[2-(2-bicyclo[2.2.1]hept-5-enylmethoxy)ethoxy]ethyl-trimethylammonium C12C(CC(C=C1)C2)COCCOCC[N+](C)(C)C